(R)-5-bromo-N-(1-cyclopropyl-2,2,2-trifluoroethyl)-4-(difluoromethyl)pyridin-2-amine BrC=1C(=CC(=NC1)N[C@@H](C(F)(F)F)C1CC1)C(F)F